1-(4-cyano-3-methoxyphenyl)-3-(6-phenylimidazo[1,5-a]pyridin-5-yl)urea C(#N)C1=C(C=C(C=C1)NC(=O)NC1=C(C=CC=2N1C=NC2)C2=CC=CC=C2)OC